1-(methylsulfonyl)aziridine-2-carboxamide CS(=O)(=O)N1C(C1)C(=O)N